1-({3,4-difluoro-2-[(2-fluoro-4-iodophenyl)amino]phenyl}carbonyl)-3-{[(2-methylbutyl)amino]methyl}azetidin-3-ol acetate salt C(C)(=O)O.FC=1C(=C(C=CC1F)C(=O)N1CC(C1)(O)CNCC(CC)C)NC1=C(C=C(C=C1)I)F